2-[(3R)-3-(cyclobutylmethoxy)[1,4'-bipiperidin]-1'-yl]-N-[(3,5-difluoropyridin-2-yl)methyl]-1,3-thiazole-5-carboxamide C1(CCC1)CO[C@H]1CN(CCC1)C1CCN(CC1)C=1SC(=CN1)C(=O)NCC1=NC=C(C=C1F)F